FC=1C(=NC(=NC1)OCC1=CC=C(C=C1)C)N 5-Fluoro-2-[(4-methylbenzyl)oxy]pyrimidin-4-amin